C(C)OC(=O)CCC(=O)OC(CCC(=O)OCC)=O 3-(ethoxycarbonyl)propionic anhydride